ClC1=CC(=CC(=N1)N1CCN(CC1)S(=O)(=O)C1=CC=C(C=C1)N1C(O[C@H]2[C@@H]1CNCCC2)=O)C(F)(F)F (3aS,8aR)-3-[4-[4-[6-chloro-4-(trifluoromethyl)-2-pyridyl]piperazin-1-yl]sulfonylphenyl]-4,5,6,7,8,8a-hexahydro-3aH-oxazolo[4,5-c]azepin-2-one